tert-Butyl 4-(D-prolylamino)-1H-indazole-1-carboxylate N1[C@H](CCC1)C(=O)NC1=C2C=NN(C2=CC=C1)C(=O)OC(C)(C)C